C1(CCC1)N(C=1N=CC(=NC1)CN[C@@H](COC1=NC(=NC(=C1)C1=C(C=CC=C1C)C)NS(=O)(=O)C=1C=C(C(=O)O)C=CC1)COC(C)C)C 3-[[4-[(2R)-2-[[5-[cyclobutyl(methyl)amino]pyrazin-2-yl]methylamino]-3-isopropoxy-propoxy]-6-(2,6-dimethylphenyl)pyrimidin-2-yl]sulfamoyl]benzoic acid